BrC1=CC=C(C(=O)N2C(C3=CC=CC=C3C2(O)C2=CC=C(C=C2)Br)=O)C=C1 2-(4-bromobenzoyl)-3-(4-bromophenyl)-3-hydroxyisoindoline-1-one